N-[3-(isoundecyloxy)propyl]-1,3-propanediamine C(CCCCCCCC(C)C)OCCCNCCCN